(4-methoxyphenyl)-7-oxo-6-[2-methyl-4-(2-oxo-tetrahydropyrrole-1-yl)phenyl]-4,5,6,7-tetrahydro-1H-pyrazolo[3,4-c]pyridine-3-carboxamide COC1=CC=C(C=C1)N1N=C(C2=C1C(N(CC2)C2=C(C=C(C=C2)N2C(CCC2)=O)C)=O)C(=O)N